N-(4-{2-[(3,3-difluoro-1-azetidinyl)carbonyl]-4-difluoromethoxyphenyl}-6-isopropoxy-2-pyridyl)-1-cyclopropyl-5-[(isobutylamino)methyl]-2-oxo-1,2-dihydronicotinamide FC1(CN(C1)C(=O)C1=C(C=CC(=C1)OC(F)F)C1=CC(=NC(=C1)OC(C)C)NC(C=1C(N(C=C(C1)CNCC(C)C)C1CC1)=O)=O)F